trans-6-(5-(2-(4-Fluoro-3-methoxyphenyl)cyclopropyl)-[2,2'-bipyrimidin]-4-yl)-2-methylbenzo[d]thiazole FC1=C(C=C(C=C1)[C@H]1[C@@H](C1)C=1C(=NC(=NC1)C1=NC=CC=N1)C1=CC2=C(N=C(S2)C)C=C1)OC